ClC1=CC(=C(C(=O)N)C=C1)NC1=CC(=CC=C1)COC 4-Chloro-2-((3-(methoxymethyl)phenyl)-amino)benzamide